NC1=C2N=CN(C2=NC=N1)C[C@@H](C)OCP(OCCCSCCCCCCCCCC#C[Si](C)(C)C1C2CCC(C1)C2)(O)=O 3-((11-(bicyclo[2.2.1]heptan-2-yldimethylsilyl)undec-10-yn-1-yl)thio)propyl hydrogen ((((R)-1-(6-amino-9H-purin-9-yl)propan-2-yl)oxy)methyl)phosphonate